O=C(CC1(CCCCC1)CNC(OC(C)(C)C)=O)NC=1SC2=C(N1)C=CC(=C2)OC(F)(F)F tert-butyl ((1-(2-oxo-2-((6-(trifluoromethoxy)benzo[d]thiazol-2-yl)amino)ethyl)cyclohexyl)methyl)carbamate